4-(3-fluorophenyl)-1-(methylamino)-6-(trifluoromethyl)-3H-pyridine FC=1C=C(C=CC1)C1CCN(C(=C1)C(F)(F)F)NC